decyl (7-(dinonylamino)heptyl) phosphate P(=O)(OCCCCCCCCCC)(OCCCCCCCN(CCCCCCCCC)CCCCCCCCC)[O-]